O=C1NC(CCC1N1C(C2=CC=C(C=C2C1=O)CN1CCC(=CC1)C=1C2=C(N=CN1)SC=C2)=O)=O 2-(2,6-dioxopiperidin-3-yl)-5-((4-(thieno[2,3-d]pyrimidin-4-yl)-3,6-dihydropyridin-1(2H)-yl)methyl)isoindoline-1,3-dione